2,2,2-Trifluoroethyl (S)-2-amino-3-(1H-pyrrolo[2,3-c]pyridin-3-yl)propanoate dihydrochloride Cl.Cl.N[C@H](C(=O)OCC(F)(F)F)CC1=CNC2=CN=CC=C21